Ethyl 4-((3-hydroxy-2-oxo-1-(phenylsulfonyl)-1,2-dihydropyridin-4-yl)methyl)piperazine-1-carboxylate OC=1C(N(C=CC1CN1CCN(CC1)C(=O)OCC)S(=O)(=O)C1=CC=CC=C1)=O